C(C1=CC=CC=C1)OC(=O)NC12CCC(CC1)N2C(=O)OC(C)(C)C tert-butyl (1S,2S,4R)-(((benzyloxy)carbonyl)amino)-7-azabicyclo[2.2.1]heptane-7-carboxylate